N-(5-((2-((4-(((2-chloro-[1,1'-biphenyl]-4-yl)methyl)amino)butyl)amino)ethyl)amino)benzo[c][2,6]naphthyridin-8-yl)acetamide ClC1=C(C=CC(=C1)CNCCCCNCCNC1=NC2=C(C3=CN=CC=C13)C=CC(=C2)NC(C)=O)C2=CC=CC=C2